(3S)-1-(6-{[6-(2-methylphenyl)-5-(trifluoromethyl)pyridin-2-yl]sulfamoyl}pyridin-2-yl)piperidine-3-carboxylic acid CC1=C(C=CC=C1)C1=C(C=CC(=N1)NS(=O)(=O)C1=CC=CC(=N1)N1C[C@H](CCC1)C(=O)O)C(F)(F)F